4-(2-(cyclohexyl(phenyl)amino)-2-oxoethyl)-1-(4-methylpyridin-2-yl)piperidine-4-carboxylic acid C1(CCCCC1)N(C(CC1(CCN(CC1)C1=NC=CC(=C1)C)C(=O)O)=O)C1=CC=CC=C1